CC=1N=NC=C(C1[C@@H](C)OC=1C=C2C(=NNC2=CC1)C=1C=NC(=CC1)N1CC2(C1)CCCN(C2)S(=O)(=O)C)C 5-[(1R)-1-(3,5-dimethylpyridazin-4-yl)ethoxy]-3-[6-(8-methylsulfonyl-2,8-diazaspiro[3.5]nonan-2-yl)-3-pyridyl]-1H-indazole